C(C)(C)(C)OO t-Butyl hydroperoxide